[Cu].C(C)(=O)N[C@@H](CC1=CC=C(C=C1)O)C(=O)O acetyl-tyrosine copper